CN(CCN1C=CC2=CC=C(C=C12)NS(=O)(=O)C1=CC=C(C2=CC=CC=C12)NC(C1=C(C=CC=C1)C)=O)C N-(4-(N-(1-(2-(dimethylamino)ethyl)-1H-indol-6-yl)sulfamoyl)naphthalen-1-yl)-2-methylbenzamide